bromo-1-methyl-3,4-dihydroisoquinoline BrC1N=C(C2=CC=CC=C2C1)C